C(C(C)(C)C)(=O)OC1=CC=2CCCC(C2C(=C1)Br)(O)CC=C 5-Allyl-4-bromo-5-hydroxy-5,6,7,8-tetrahydronaphthalen-2-yl pivalate